ClC=1C(=NC=C(C1)NC(=O)NC=1C=NC=2N(C1[C@H](C)OC)N=C(C2)Cl)C(=O)NC (S)-3-chloro-5-(3-(2-chloro-7-(1-methoxyethyl)pyrazolo[1,5-a]pyrimidin-6-yl)ureido)-N-methylpyridinamide